tert-butyl {2-[2-({[8-bromo-2-(morpholin-4-yl)pyrazolo[1,5-a][1,3,5]triazin-4-yl]amino}methyl)-1-{[2-(trimethylsilyl)ethoxy]methyl}-1H-benzimidazol-5-yl]ethyl}carbamate BrC=1C=NN2C1N=C(N=C2NCC2=NC1=C(N2COCC[Si](C)(C)C)C=CC(=C1)CCNC(OC(C)(C)C)=O)N1CCOCC1